Hexanone diisopropyl-peroxydicarbonate C(C)(C)OC(=O)OOC(=O)OC(C)C.CC(CCCC)=O